1,4-Bis(2-isocyanopropyl)piperazine [N+](#[C-])C(CN1CCN(CC1)CC(C)[N+]#[C-])C